BrC1=CC=C2[C@@]([C@H](COC2=C1F)F)(C#N)N[S@@](=O)C(C)(C)C (S)-N-((3R,4S)-7-bromo-4-cyano-3,8-difluorochroman-4-yl)-2-methylpropan-2-sulfinamide